spiro[8-azoniabicyclo[3.2.1]octane-8,1'-azolidin-1-ium]-3-yl 2-(chloromethoxy)-2,2-diphenyl-acetate ClCOC(C(=O)OC1CC2CCC(C1)[N+]21CCCC1)(C1=CC=CC=C1)C1=CC=CC=C1